OC1CC2(CC1O)C1CCC(C2=NO)C1 rac-3',4'-dihydroxyspiro[bicyclo[2.2.1]heptane-2,1'-cyclopentan]-3-one oxime